C(C)(CC)OC(=S)S sec-butyl-xanthic acid